C1(C=CC=C1)=C(CCC(=O)O)C 4-(cyclopent-2,4-dien-1-ylidene)pentanoic acid